((2'-chloro-[2,4'-bipyrimidin]-4-yl)ethynyl)-7-fluoro-1H-indazole-1-carboxylic acid tert-butyl ester C(C)(C)(C)OC(=O)N1N=C(C2=CC=CC(=C12)F)C#CC1=NC(=NC=C1)C1=NC(=NC=C1)Cl